(2R,3'R)-3-(2-cyclopentyl-2-phenyl-2-hydroxyacetoxy)-1-(ethoxycarbonylmethyl)-1-methylpyrrolidinium C1(CCCC1)[C@@](C(=O)OC1C[N+](CC1)(C)CC(=O)OCC)(O)C1=CC=CC=C1